5-Amino-8-(7-methyl-1H-indol-5-yl)-2-[(5-methyl-oxazol-4-yl)methyl]-7-phenyl-[1,2,4]triazolo[4,3-c]pyrimidin-3-one NC1=NC(=C(C=2N1C(N(N2)CC=2N=COC2C)=O)C=2C=C1C=CNC1=C(C2)C)C2=CC=CC=C2